FC1=C(C=C(OC2=CC(=C(C=C2C)N=C(C(=C)C)N(C)CC)C)C=C1)C(F)(F)F N'-(4-(4-fluoro-3-trifluoromethylphenoxy)-2,5-dimethylphenyl)-N-ethyl-N-methylmethacrylamidine